5-(furan-3-yl)-2-morpholino-6-nitrooxazolo[4,5-b]pyridine O1C=C(C=C1)C1=C(C=C2C(=N1)N=C(O2)N2CCOCC2)[N+](=O)[O-]